ClC1=CC=2C(=NC=C(N2)SC2=C(C(=CC=C2)Cl)Cl)N1S(=O)(=O)C1=CC=CC=C1 6-chloro-2-((2,3-dichlorophenyl)thio)-5-(phenylsulfonyl)-5H-pyrrolo[2,3-b]pyrazine